O[C@H]1CN(C[C@@H]1N1CCOCC1)C(=O)C=1C=CC(=NC1)NC1=C2C(=NC(=C1)OC=1C(=CC(=NC1)C#N)C)N(C=N2)C 5-{7-[5-((3S,4S)-3-Hydroxy-4-morpholin-4-yl-pyrrolidine-1-carbonyl)-pyridin-2-ylamino]-3-methyl-3H-imidazo[4,5-b]pyridin-5-yloxy}-4-methyl-pyridine-2-carbonitrile